1-(8-chloro-1-iodo-5-pyridin-3-ylimidazo[1,5-a]pyridin-6-yl)ethanone ClC=1C=2N(C(=C(C1)C(C)=O)C=1C=NC=CC1)C=NC2I